C(C)C(CC1(C2=CC=CC=C2C=2C=CC=CC12)CC(CCCC)CC)CCCC 9,9-bis(2-ethylhexyl)-fluorene